2-[[6-[4-(2-hydroxyethyl)piperazin-1-yl]-2-methylpyrimidin-4-yl]amino]-N-[2-methyl-5-[[3-(trifluoromethyl)benzoyl]amino]phenyl]-1,3-thiazole OCCN1CCN(CC1)C1=CC(=NC(=N1)C)NC1SC=CN1C1=C(C=CC(=C1)NC(C1=CC(=CC=C1)C(F)(F)F)=O)C